(5-(2-aminobenzo[d]thiazol-6-yl)-2-methoxypyridin-3-yl)(4-(4-fluorophenyl)piperazin-1-yl)methanone NC=1SC2=C(N1)C=CC(=C2)C=2C=C(C(=NC2)OC)C(=O)N2CCN(CC2)C2=CC=C(C=C2)F